C(C)C=1C=C2C(C(N(C2=CC1)C)C(=O)[O-])(CCCOC1=CC=CC2=CC=CC=C12)C=1C=NN(C1)C(C(F)(F)F)O 5-ethyl-1-methyl-3-[(2,2,2-trifluoro-1-hydroxyethyl)-1H-pyrazol-4-yl]-3-{3-[(naphthalen-1-yl)oxy]propyl}-1H-indole-2-carboxylate